C(C)(=O)NC=1N=C2N(N=C(C=C2)C=2C=C(C(=NC2)OC)C(=O)NCC2=C(C=CC(=C2)OC(F)(F)F)F)C1 5-{2-acetamidoimidazo[1,2-b]pyridazin-6-yl}-N-{[2-fluoro-5-(trifluoromethoxy)phenyl]methyl}-2-methoxypyridine-3-carboxamide